(S)-N-((S)-2-(dimethylamino)-3-(1-tosyl-1H-indazol-5-yl)propyl)-3-phenyl-3-(1-(trifluoromethyl)cyclopropyl)acrylamide CN([C@H](CNC(C=C(C1(CC1)C(F)(F)F)C1=CC=CC=C1)=O)CC=1C=C2C=NN(C2=CC1)S(=O)(=O)C1=CC=C(C)C=C1)C